[C@@H]12CNC[C@H]2C1NCCO\N=C/1\C(\NC2=CC=CC=C12)=C/1\C(NC2=CC=CC=C12)=O (2Z,3E)-3-((2-((1R,5S,6s)-3-azabicyclo[3.1.0]hexane-6-ylamino)ethoxy)imino)-[2,3'-biindolinylidene]-2'-on